CC=1C=C(C=C(C1)C)C1=C(C(=NC(=C1N1C2=CC=CC=C2C=2C=CC=CC12)N1C2=CC=C(C=C2C=2C=C(C=CC12)C1=CC=CC=C1)C1=CC=CC=C1)N1C2=CC=CC=C2C=2C=CC=CC12)N1C2=CC=CC=C2C=2C=CC=CC12 9,9',9''-(4-(3,5-dimethylphenyl)-6-(3,6-diphenyl-9H-carbazol-9-yl)pyridine-2,3,5-triyl)tris(9H-carbazole)